N-cyclohexyl-3-(3,7-dimethylocta-2,6-dien-1-yl)-2,4-dihydroxy-6-pentylbenzenesulfonamide C1(CCCCC1)NS(=O)(=O)C1=C(C(=C(C=C1CCCCC)O)CC=C(CCC=C(C)C)C)O